C(C)N1C2=NC=NC(=C2N=C1OC)OC 9-ethyl-6,8-dimethoxy-9H-purine